1-(3-Cyano-4,6-dimethyl-pyridin-2-yl)-3,4-dihydroxy-N-methyl-N-(m-tolyl)-pyrrolidin-2-carboxamid C(#N)C=1C(=NC(=CC1C)C)N1C(C(C(C1)O)O)C(=O)N(C=1C=C(C=CC1)C)C